(R)-4-((1-(tert-butoxycarbonyl)pyrrolidin-3-yl)methoxy)benzoic acid C(C)(C)(C)OC(=O)N1C[C@@H](CC1)COC1=CC=C(C(=O)O)C=C1